NCN1C(CC(CC1C1=C(C=CC(=C1)F)Cl)CCO[Si](C)(C)C(C)(C)C)=O (aminomethyl)-4-{2-[(tert-butyldimethylsilyl)oxy]ethyl}-6-(2-chloro-5-fluorophenyl)piperidin-2-one